OC1=CC=C2CCCC2=C1 6-hydroxy-2,3-dihydro-1H-indene